C(C)C1(COC1)COCC1=CC=C(C=C1)COCC1(COC1)CC 1,4-Bis[(3-ethyl-3-oxetanylmethoxy)methyl]benzene